C(C)OC=COC(C(=C)Cl)=O α-chloroacrylic acid ethoxyvinyl ester